NC[C@@H]1C[C@H](CCC1)CNC1=NN(C(=C1)C1=CC(=C(C#N)C=C1)F)C1=CC=C(C=C1)OC 4-(3-((((1s,3S)-3-(aminomethyl)cyclohexyl)methyl)amino)-1-(4-methoxyphenyl)-1H-pyrazol-5-yl)-2-fluorobenzonitrile